(S)-4-(5-(5-fluoro-2-methoxypyridin-4-yl)-1H-pyrazole-3-carbonyl)-N-((5-fluoro-3-(trifluoromethyl)pyridin-2-yl)methyl)-4-azaspiro[2.5]octane-7-carboxamide FC=1C(=CC(=NC1)OC)C1=CC(=NN1)C(=O)N1C2(CC2)C[C@H](CC1)C(=O)NCC1=NC=C(C=C1C(F)(F)F)F